C(C)C(CN(CN1N=NC2=C1C=CC=C2C)CC(CCCC)CC)CCCC 2-Ethyl-N-(2-ethylhexyl)-N-[(4-methylbenzotriazol-1-yl)methyl]hexan-1-amin